2-(2,3-dihydrobenzo[1,4]dioxin-2-ylmethyl)-6,7-dimethoxy-1,2,3,4-tetrahydro-isoquinoline O1C(COC2=C1C=CC=C2)CN2CC1=CC(=C(C=C1CC2)OC)OC